C(C)(=O)N ethaneamide